1-(bicyclo[2.2.1]heptan-1-yl)-N-((R)-1-(3-(difluoromethyl)-2-fluorophenyl)ethyl)-4-(((1R,5S,6s)-3-methyl-3-azabicyclo[3.1.0]hexan-6-yl)amino)-6-oxo-1,6-dihydropyridine-3-carboxamide C12(CCC(CC1)C2)N2C=C(C(=CC2=O)NC2[C@@H]1CN(C[C@H]21)C)C(=O)N[C@H](C)C2=C(C(=CC=C2)C(F)F)F